tetrahydrofuryl-methylamine O1C(CCC1)NC